5-(3-fluoro-4-methoxyphenyl)-3-(trifluoromethyl)-1H-pyrazole-4-carbonitrile FC=1C=C(C=CC1OC)C1=C(C(=NN1)C(F)(F)F)C#N